C(C)(=O)O[C@H]1[C@@H](SC2=CC(=C(C=C2)Cl)Cl)O[C@@H]([C@@H]([C@@H]1N1N=NC(=C1)C=1SC(=CC1)F)OC(C)=O)COC(C)=O 3,4-dichlorophenyl 2,4,6-tri-O-acetyl-3-deoxy-3-[4-(5-fluoro-2-thienyl)-1H-1,2,3-triazol-1-yl]-1-thio-alpha-D-galactopyranoside